C(=O)O.CC(CCN)(C)C trimethyl-1-propylamine formate